1-methyl-3-vinylimidazole hexafluorophosphate F[P-](F)(F)(F)(F)F.CN1CN(C=C1)C=C